ClC=1C2=CN(N=C2C=CC1C1=CNC=2N=C(N(C(C21)=O)C)N2CC1(CNC1)CC2)CC Rac-5-(4-chloro-2-ethyl-2H-indazol-5-yl)-2-{2,6-diazaspiro[3.4]oct-6-yl}-3-methyl-3H,4H,7H-pyrrolo[2,3-d]pyrimidin-4-one